C1(=C(C=CC=C1)N(C1=C(C(=C(C=2C3=CC=CC=C3CC12)C1=CC=CC=2C3=CC=CC=C3NC12)C)C)C1=C(C=CC=C1)C1=CC=CC=C1)C1=CC=CC=C1 di(biphenylyl)(carbazolyldimethylfluorenyl)amine